NC1=CC=C(C(=N1)C#N)C1CCCC1 6-amino-3-cyclopentylpyridine-2-carbonitrile